(3S,4S)-1-(4-((3R,4S)-3-methoxy-4-(3-tridecylureido)pyrrolidine-1-carbonyl)benzoyl)-N3,N4-bis((1S,2R)-2-phenylcyclopropyl)pyrrolidine-3,4-dicarboxamide CO[C@@H]1CN(C[C@@H]1NC(=O)NCCCCCCCCCCCCC)C(=O)C1=CC=C(C(=O)N2C[C@H]([C@@H](C2)C(=O)N[C@@H]2[C@H](C2)C2=CC=CC=C2)C(=O)N[C@@H]2[C@H](C2)C2=CC=CC=C2)C=C1